FC(C=1C=CC=C2C=NNC12)(F)F 7-(trifluoromethyl)-1H-indazol